CC1(CO1)C1=CC=CC=C1 3-methyl-3-phenyloxirane